8-methoxy-2-oxo-1,2-dihydroquinoline-5-carboxylic acid COC1=CC=C(C=2C=CC(NC12)=O)C(=O)O